5-fluoro-2-[4-(4-nitro-phenyl)-piperazin-1-yl]-pyrimidine FC=1C=NC(=NC1)N1CCN(CC1)C1=CC=C(C=C1)[N+](=O)[O-]